C(C)(=O)OC(CCCCCCCCCCCCCCC)=O Acetylpalmitat